(E)-3-hydroxy-6-(2-morpholinoethyl)pyridineformaldoxime OC=1C(=NC(=CC1)CCN1CCOCC1)\C=N\O